6-isopropyl-phenol C(C)(C)C1=CC=CC=C1O